isopropyl (S)-6-diazo-2-((S)-2-mercaptopropanamido)-5-oxohexanoate [N+](=[N-])=CC(CC[C@@H](C(=O)OC(C)C)NC([C@H](C)S)=O)=O